CNC(C1=CC(=CC=C1)C=1N=NC(=CC1)NC1C[C@@H]2[C@@H](CN(C2)C([2H])([2H])C2CC(OC(C2)(C)C)(C)C)C1)=O N-methyl-3-(6-(((3aR,5s,6aS)-2-((2,2,6,6-tetramethyltetrahydro-2H-pyran-4-yl)methyl-d2)octahydrocyclopenta[c]pyrrol-5-yl)amino)pyridazin-3-yl)benzamide